4-(2-(bicyclo[1.1.1]pentan-1-ylamino)-2-oxoacetyl)-1,3-dimethyl-1H-pyrrole-2-carboxylic acid C12(CC(C1)C2)NC(C(=O)C=2C(=C(N(C2)C)C(=O)O)C)=O